ClC(CC(CC(CCCO)C)C)C 8-chloro-4,6-dimethylnonanol